1-methyl-3-dodecyl-benzimidazole bromide [Br-].CN1CN(C2=C1C=CC=C2)CCCCCCCCCCCC